3-[4-chloro-6-[(3S,5R)-3,5-dimethylpiperazin-1-yl]-2-pyridyl]pyrazolo[1,5-a]pyridine ClC1=CC(=NC(=C1)N1C[C@@H](N[C@@H](C1)C)C)C=1C=NN2C1C=CC=C2